(R)-N-benzyl-1-[7-(N-methoxy-N-methylamino)[1,3]thiazolo[4,5-d]pyrimidin-2-yl]pyrrolidine-2-carboxamide C(C1=CC=CC=C1)NC(=O)[C@@H]1N(CCC1)C=1SC2=C(N=CN=C2N(C)OC)N1